Methyl 4-[1-[(2-chlorophenyl)methyl]-5-(3-methoxyphenyl)-1H-pyrazol-3-yl]-2,2-dimethylbutanoate ClC1=C(C=CC=C1)CN1N=C(C=C1C1=CC(=CC=C1)OC)CCC(C(=O)OC)(C)C